N-(dihydroxycarbonylpropyl)bicyclo[2.2.1]Hept-5-ene-2,3-dicarboximide OC(=O)C(CCN1C(=O)C2C3C=CC(C2C1=O)C3)C(=O)O